C1(CC1)C(=NC1=CC=C(C=C1)OC)SCC1=C(C=CC=C1)/C(/C(=O)OC)=C\OC methyl (2E)-2-{2-[({cyclopropyl[(4-methoxyphenyl)imino]methyl}sulfanyl)methyl]phenyl}-3-methoxyprop-2-enoate